2-bromo-N-(5-((5-chloropyridin-2-yl)oxy)pyridin-2-yl)propanamide BrC(C(=O)NC1=NC=C(C=C1)OC1=NC=C(C=C1)Cl)C